FC(C1=CC(=NC(=C1)C(F)(F)F)N1[C@@H](CCC1)C(=O)N(C)C1=CC=C(C=C1)Br)(F)F (S)-1-(4,6-bis(trifluoromethyl)-pyridin-2-yl)-N-(4-bromophenyl)-N-methylpyrrolidine-2-carboxamide